8-aza-1-oxaspiro[4.5]decan-3-ol O1CC(CC12CCNCC2)O